F[C@@H](CF)C1=C(C=CC=C1F)[C@@H]1C2=C(NC(=C1C(=O)OCC)CF)CCC2=O Ethyl (R)-4-(2-((R)-1,2-difluoroethyl)-3-fluorophenyl)-2-(fluoromethyl)-5-oxo-4,5,6,7-tetrahydro-1H-cyclopenta[b]pyridine-3-carboxylate